propylPhosphoric anhydride CCCP(=O)=O